ClC=1C=C(C=2CC[C@H](C2C1)O)S(=O)(=O)NC1=C(C(=C(C=C1)F)C=1C=C2C=NC(=NC2=C(C1)OC)NC1CCN(CC1)C)F (1R)-6-chloro-N-(2,4-difluoro-3-{8-methoxy-2-[(1-methylpiperidin-4-yl)amino]quinazolin-6-yl}phenyl)-1-hydroxy-2,3-dihydro-1H-indene-4-sulfonamide